C(C1=CC=CC=C1)(=O)O[C@H](C(=O)O)[C@@H](C(=O)O)OC(C1=CC=CC=C1)=O (2S,3S)-2,3-DIBENZOYLOXYBUTANEDIOIC ACID